C(CCCC(=O)N=C=O)(=O)N=C=O glutaric isocyanate